NC1=NC(=NC=C1)C=1C=NN(C1OCC[C@H](C)NC1=C(C=NC(=C1)Cl)C1=NC=CC=C1OC(F)F)C (S)-N-(4-((4-(4-aminopyrimidin-2-yl)-1-methyl-1H-pyrazol-5-yl)oxy)butan-2-yl)-6'-chloro-3-(difluoromethoxy)-[2,3'-bipyridin]-4'-amine